6-(2,2,2-trifluoroethyl)-N-(piperidin-4-yl)thieno[2,3-d]pyrimidin-4-amine hydrochloride Cl.FC(CC1=CC2=C(N=CN=C2NC2CCNCC2)S1)(F)F